C(C)(C)N(P(OCCC#N)OC1CCN(CC1)C(CC1=C(C=2C=C3C(CC(N(C3=CC2OC1=O)C)(C)C)C)C)=O)C(C)C 2-Cyanoethyl (1-(2-(4,6,8,8,9-pentamethyl-2-oxo-6,7,8,9-tetrahydro-2H-pyrano[3,2-g]quinolin-3-yl)acetyl)piperidin-4-yl) diisopropylphosphoramidite